tert-butyl (R)-(1-((2-(3-methoxy-5-methylphenoxy)phenyl)amino)-1-oxopropan-2-yl)carbamate COC=1C=C(OC2=C(C=CC=C2)NC([C@@H](C)NC(OC(C)(C)C)=O)=O)C=C(C1)C